1-vinyl-3-octyl-imidazole bromide [Br-].C(=C)N1CN(C=C1)CCCCCCCC